(4-chloro-2-fluorophenyl)-6-(4,4-difluoro-3-(1-methyl-1H-pyrazol-4-yl)piperidin-1-yl)-2,3-dimethylpyrimido[5,4-d]pyrimidin-4(3H)-one ClC1=CC(=C(C=C1)C1=NC(=NC2=C1N=C(N(C2=O)C)C)N2CC(C(CC2)(F)F)C=2C=NN(C2)C)F